NC1=NC=CC(=C1)C=1OC=C(N1)C(=O)NC=1C(=CC2=C(CC(O2)(C)C)C1)C=1C=NC(=CC1)C#N 2-(2-Aminopyridin-4-yl)-N-(6-(6-cyanopyridin-3-yl)-2,2-dimethyl-2,3-dihydrobenzofuran-5-yl)oxazole-4-carboxamide